6-Chloro-3-[(1R)-1-[6-methyl-2-(2-methylindazol-5-yl)-4-oxo-chromen-8-yl]ethoxy]pyridine-2-carbonitrile ClC1=CC=C(C(=N1)C#N)O[C@H](C)C=1C=C(C=C2C(C=C(OC12)C1=CC2=CN(N=C2C=C1)C)=O)C